diphenyl 3,5-di-tert-butyl-4-hydroxybenzylphosphonate C(C)(C)(C)C=1C=C(CP(OC2=CC=CC=C2)(OC2=CC=CC=C2)=O)C=C(C1O)C(C)(C)C